N-[3-(2'-butyl-6-oxo-1,6-dihydro-[4,5'-bipyrimidinyl]-2-yl)-4-(trifluoromethyl)benzyl]isobutyramide C(CCC)C1=NC=C(C=N1)C=1N=C(NC(C1)=O)C=1C=C(CNC(C(C)C)=O)C=CC1C(F)(F)F